4-((4-aminophenyl)methyl)-2-propylbenzenamine NC1=CC=C(C=C1)CC1=CC(=C(C=C1)N)CCC